tert-butyl {[(4R)-4-cyclopropyl-2,5-dioxoimidazolidin-4-yl]methyl}carbamate rac-tert-Butyl-[(4-cyclopropyl-2,5-dioxoimidazolidin-4-yl)methyl]carbamate C(C)(C)(C)N(C(O)=O)C[C@]1(NC(NC1=O)=O)C1CC1.C1(CC1)[C@@]1(NC(NC1=O)=O)CNC(OC(C)(C)C)=O |&1:9|